C1(CC1)C(=O)C=1N=C2N(N1)[C@@H](C[C@@H]2F)C2=CC=CC=C2 (1-Cyclopropyl)-[(5S,7S)-7-fluoro-5-phenyl-6,7-dihydro-5H-pyrrolo[1,2-b][1,2,4]triazol-2-yl]methanone